rel-tert-butyl (1S,2R,4R)-2-(4-((4-([1,2,4]triazolo[1,5-a]pyridin-7-yloxy)-3-methylphenyl)amino)pyrido[3,2-d]pyrimidin-6-yl)-7-azabicyclo[2.2.1]heptane-7-carboxylate N=1C=NN2C1C=C(C=C2)OC2=C(C=C(C=C2)NC=2C1=C(N=CN2)C=CC(=N1)[C@H]1[C@@H]2CC[C@H](C1)N2C(=O)OC(C)(C)C)C |o1:27,28,31|